(2S)-2-amino-2-cyclopropyl-N-(2-dimethylaminoethyl)acetamide dihydrochloride Cl.Cl.N[C@H](C(=O)NCCN(C)C)C1CC1